C1(=CC=C(C=C1)SC1=CC=C(C=C1)S(=O)(=O)N1CCCC2=CC(=CC=C12)C(=O)O)C 1-((4-(p-tolylthio)phenyl)sulfonyl)-1,2,3,4-tetrahydroquinoline-6-carboxylic acid